NCOCCOCCOCN bis[2-(aminomethoxy) ethyl] ether